C1(CCCCC1)CN cyclohexylmethylamine